CC(C(=O)O)(CC1=CC(=CC=C1)C(C=O)C)C 2,2-dimethyl-3-[3-(1-oxopropan-2-yl)phenyl]propanoic acid